N1C=CC=2C1=NC=CC2C=2C=NN(C2)C(CCCC#N)C 5-[4-(1H-pyrrolo[2,3-b]pyridin-4-yl)-1H-pyrazol-1-yl]hexanenitrile